CC12CC(C1)(C2)C2=NOC(=C2)N 3-[3-methylbicyclo[1.1.1]Pent-1-yl]-1,2-oxazol-5-amine